COC1=CC=C(CN(S(=O)(=O)C)[C@@H]2[C@@H](N([C@@H](C2)C)C(=O)OC)COC2CC3CC3(CC2)C2=NC=CC=N2)C=C1 methyl (2R,3S,5R)-3-(N-(4-methoxybenzyl)methylsulfonamido)-5-methyl-2-(((6-(pyrimidin-2-yl)bicyclo[4.1.0]heptan-3-yl)oxy)methyl)pyrrolidine-1-carboxylate